2-(3-(8-Amino-6-(1-(methyl-d3)-1H-pyrazol-5-yl)imidazo[1,2-a]pyrazin-3-yl)-4-methylphenyl)-3,3,3-trifluoropropane-1,2-diol trifluoroacetate salt FC(C(=O)O)(F)F.NC=1C=2N(C=C(N1)C1=CC=NN1C([2H])([2H])[2H])C(=CN2)C=2C=C(C=CC2C)C(CO)(C(F)(F)F)O